2-[(2-hydroxyethyl)phenylamino]ethanol OCCN(CCO)C1=CC=CC=C1